tert-butyl 4-(5-chlorobenzo[d]thiazol-2-yl)-4-methoxypiperidine-1-carboxylate ClC=1C=CC2=C(N=C(S2)C2(CCN(CC2)C(=O)OC(C)(C)C)OC)C1